(2S)-isopropyl (((((R)-1-(6-(3-(2-acetoxy-4,6-dimethylphenyl)-3-methylbutanamido)-9H-purin-9-yl)propan-2-yl)oxy)methyl)(phenoxy)phosphoryl)-L-alaninate C(C)(=O)OC1=C(C(=CC(=C1)C)C)C(CC(=O)NC1=C2N=CN(C2=NC=N1)C[C@@H](C)OCP(=O)(OC1=CC=CC=C1)N[C@@H](C)C(=O)OC(C)C)(C)C